Trimethylcyclohexyl acrylate (3,3,5-trimethylcyclohexyl acrylate) CC1(CC(CC(C1)C)C(C(=O)O)=C)C.C(C=C)(=O)OC1(C(CCCC1)(C)C)C